tert-butyl ((5-((4-(vinylsulfonyl)phenyl)-sulfonyl)thiophen-2-yl)methyl)carbamate C(=C)S(=O)(=O)C1=CC=C(C=C1)S(=O)(=O)C1=CC=C(S1)CNC(OC(C)(C)C)=O